Cl.Cl.F[C@@H]1[C@]2(CC[C@@](C[C@@H]1N(C=1SC3=C(C=NC(=C3)C=3C=C(C=4N(C3)C=C(N4)C)F)N1)C)(N2)C)C N-[(1R,2S,3S,5S)-2-fluoro-1,5-dimethyl-8-azabicyclo[3.2.1]oct-3-yl]-6-(8-fluoro-2-methylimidazo[1,2-a]pyridin-6-yl)-N-methyl-[1,3]thiazolo[4,5-c]pyridin-2-amine dihydrochloride